FC(C=1C=CC2=C(C(=NO2)NCC(=O)O)C1)(F)F 2-{[5-(trifluoromethyl)-1,2-benzoxazol-3-yl]amino}acetic acid